3-(5-(difluoromethyl)-1,3,4-thiadiazol-2-yl)-8-((3S,5S)-3,5-dimethylpiperazin-1-yl)-N-(2-fluoro-1-methylcyclopropyl)imidazo[1,5-a]pyridine-6-sulfonamide 2,2,2-trifluoroacetate FC(C(=O)O)(F)F.FC(C1=NN=C(S1)C1=NC=C2N1C=C(C=C2N2C[C@@H](N[C@H](C2)C)C)S(=O)(=O)NC2(C(C2)F)C)F